FC(CN1C(C(=CC=C1)F)=O)F 1-(2,2-difluoroethyl)-3-fluoropyridin-2(1H)-one